COC1=NC(=NC=C1C)NC1CCC(CC1)OC1=C2C=C(C=NC2=CC(=N1)N1CCOCC1)NS(=O)(=O)C N-[5-[4-[(4-methoxy-5-methyl-pyrimidin-2-yl)amino]cyclohexoxy]-7-morpholino-1,6-naphthyridin-3-yl]methanesulfonamide